(2R,3S)-3-((6-fluoro-2-(2-methoxy-7-methylquinoxalin-5-yl)thiazolo[5,4-b]pyridin-5-yl) oxy)butan-2-yl (6-(2-hydroxyethoxy)pyridin-3-yl)carbamate OCCOC1=CC=C(C=N1)NC(O[C@H](C)[C@H](C)OC1=C(C=C2C(=N1)SC(=N2)C2=C1N=CC(=NC1=CC(=C2)C)OC)F)=O